3-(4-{[(3,3-difluorocyclobutyl)methyl][(1s,4s)-4-[(3,3,3-trifluoropropyl)amino]cyclohexyl]amino}-1-oxo-3H-isoindol-2-yl)piperidine-2,6-dione FC1(CC(C1)CN(C1=C2CN(C(C2=CC=C1)=O)C1C(NC(CC1)=O)=O)C1CCC(CC1)NCCC(F)(F)F)F